[Si](C)(C)(C(C)(C)C)OCCCCC1(C(N(CC(N1)C)C(=O)[O-])(C)C=1C2=C(NC(N1)=O)N=C(C(=C2)F)Cl)C=2C(=NC=CC2C)C(C)C (tert-butyldimethylsilyloxy)butyl-2-isopropyl-4-methylpyridin-3-yl-7-chloro-6-fluoro-2-oxo-1,2-dihydropyrido[2,3-d]pyrimidin-4-yl-2,5-dimethylpiperazine-1-carboxylate